N1(CCC1)C(=O)C=1OC2=C(C1)C=C(C(=C2)C2=NC=C(N=C2)N([C@H]2[C@H]([C@@H]1CC[C@H](C2)N1)F)C1CC1)O 2-(azetidine-1-carbonyl)-6-(5-{cyclopropyl[(1S,2S,3R,5R)-2-fluoro-8-azabicyclo[3.2.1]octan-3-yl]amino}pyrazin-2-yl)-1-benzofuran-5-ol